Cl.Cl.Cl.Cl.NC1=C(C=CC2=C(C(=CC=C12)N)N)N 1,2,5,6-tetraaminonaphthalene tetrahydrochloride